1-([1,1':3',1''-terphenyl]-2'-yl)-3-(3-((9-(4-(tert-butyl)pyridin-2-yl)-9H-carbazol-2-yl)oxy)phenyl)-1H-benzo[d]imidazol-3-ium chloride [Cl-].C1(=CC=CC=C1)C1=C(C(=CC=C1)C1=CC=CC=C1)N1C=[N+](C2=C1C=CC=C2)C2=CC(=CC=C2)OC2=CC=1N(C3=CC=CC=C3C1C=C2)C2=NC=CC(=C2)C(C)(C)C